NCC1=NNC(C2=CC=C(C=C12)C=1C=NN(C1C1=C(C2=C(S1)C=C(C=C2)COC)C#N)C)=O 2-(4-(4-(aminomethyl)-1-oxo-1,2-dihydrophthalazin-6-yl)-1-methyl-1H-pyrazol-5-yl)-6-(methoxymethyl)benzo[b]thiophene-3-carbonitrile